8-cyclopentyl-2-((2-(2-hydroxyacetyl)-1,2,3,4-tetrahydroisoquinolin-6-yl)amino)-7-oxo-7,8-dihydropyrido[2,3-d]pyrimidine-6-carbonitrile C1(CCCC1)N1C(C(=CC2=C1N=C(N=C2)NC=2C=C1CCN(CC1=CC2)C(CO)=O)C#N)=O